C(=O)(O)N(C(=O)C=1C(=C(C(=O)O)C=C(C1)O)O)CC1=CC(=C(C=C1)O)O 3-(Carboxy(3,4-dihydroxyphenyl)methylaminocarbonyl)-2,5-dihydroxybenzoic acid